O.NS(=O)(=O)C1=C(N=C(S1)N(C(CC1=CC=C(C=C1)C1=NC=CC=C1)=O)C)C.NS(=O)(=O)C1=C(N=C(S1)N(C(CC1=CC=C(C=C1)C1=NC=CC=C1)=O)C)C N-[5-(amino-sulfonyl)-4-methyl-1,3-thiazol-2-yl]-N-methyl-2-[4-(2-pyridyl)phenyl]acetamide hemihydrate